S1(CCCC2=CC=CC=C12)(=O)=O thiochromane 1,1-dioxide